N-(p-chlorophenyl)-2-bromo-acetamide ClC1=CC=C(C=C1)NC(CBr)=O